[Mn].[La].[Mg] magnesium lanthanum manganese